1-(2-(thieno[3,2-d]pyrimidine-4-carbonyl)-2-azaspiro[3.3]heptan-6-yl)-3-(4-(trifluoromethoxy)pyridin-2-yl)urea N1=CN=C(C2=C1C=CS2)C(=O)N2CC1(C2)CC(C1)NC(=O)NC1=NC=CC(=C1)OC(F)(F)F